{3-[4-chloro-6-(morpholin-4-yl)pyridin-2-yl]prop-2-yn-1-yl}dimethylamine ClC1=CC(=NC(=C1)N1CCOCC1)C#CCN(C)C